O=C[C@@H](O)[C@@H](O)[C@H](O)[C@H](O)[C@@H](O)CO L-Glycero-D-Mannoheptose